4-methoxybenzoyl-1,2,3,4-tetrahydroisoquinoline-6-carboxamide COC1=CC=C(C(=O)C2NCCC3=CC(=CC=C23)C(=O)N)C=C1